tert-butyl 3-(((trifluoromethyl)sulfinyl)methyl)azetidine-1-carboxylate tert-Butyl-3-(((trifluoromethyl)thio)methyl)azetidine-1-carboxylate C(C)(C)(C)OC(=O)N1CC(C1)CSC(F)(F)F.FC(S(=O)CC1CN(C1)C(=O)OC(C)(C)C)(F)F